5-(4-formylphenoxy)pyridine-carbaldehyde C(=O)C1=CC=C(OC=2C=CC(=NC2)C=O)C=C1